(S)-1-(3-(3-((3,5-dimethoxyphenyl)ethynyl)-4-(methylamino)-1H-pyrazolo[3,4-d]pyrimidin-1-yl)pyrrolidin-1-yl)prop-2-en-1-one platinum chloride [Pt](Cl)Cl.COC=1C=C(C=C(C1)OC)C#CC1=NN(C2=NC=NC(=C21)NC)[C@@H]2CN(CC2)C(C=C)=O